OC1=CC=C(C=C1)C(C)(C1=CC=C(C=C1)[N+](=O)[O-])C1=CC=C(C=C1)O bis(4'-hydroxyphenyl)-1-(4'-nitrophenyl)ethane